CC(C)(C)OC(CCCCCC(C)=O)=O 7-oxooctanic acid-2-methylpropan-2-yl ester